C1(=CC=CC=C1)[C@@H]1C[C@H](C1)N1C(C(N(CC1)CC=1N=NC(=CC1)C1=CC=CC=C1)=O)=O trans-1-(3-phenylcyclobutyl)-4-((6-phenylpyridazin-3-yl)methyl)piperazine-2,3-dione